9-[6-[(3,3-dimethyl-2H-benzofuran-4-yl)oxy]-3-pyridyl]-2-methyl-7H-purin-8-one CC1(COC2=C1C(=CC=C2)OC2=CC=C(C=N2)N2C1=NC(=NC=C1NC2=O)C)C